C(C1=CC=CC=C1)OC(=O)N1S(OC[C@H]1C1(CC1)C#N)(=O)=O (R)-4-(1-cyanocyclopropyl)-1,2,3-oxathiazolidine-3-carboxylic acid benzyl ester 2,2-dioxide